COC=1N=C2CC(CN(C2=CC1)C1=CC=C(C=C1)C(F)(F)F)CO (6-methoxy-1-(4-(trifluoromethyl)phenyl)-1,2,3,4-tetrahydro-1,5-naphthyridin-3-yl)methanol